[N+](=O)([O-])C1=CC=C(COS(=O)(=O)C2=CC=C(C)C=C2)C=C1 para-nitrobenzyltosylate